3,5-difluoro-4-hydroxy-N-{[(1r,4r)-4-{6-[2-(propan-2-yl)-1,3-oxazol-5-yl]-2H-indazol-2-yl}cyclohexyl]methyl}benzamide FC=1C=C(C(=O)NCC2CCC(CC2)N2N=C3C=C(C=CC3=C2)C2=CN=C(O2)C(C)C)C=C(C1O)F